CCCCN(CCCC)C(=O)C N,N-dibutylacetamide